CC1COC2=C(C(N1C1=C(C=C(C=C1)C1=NC3=CC=C(C=C3C=N1)C(F)(F)F)C)=O)N(N=C2)C2OCCCC2 6-methyl-7-(2-methyl-4-(6-(trifluoromethyl)-quinazolin-2-yl)phenyl)-1-(tetrahydro-2H-pyran-2-yl)-6,7-dihydro-1H-pyrazolo[3,4-f][1,4]oxaazepin-8(5H)-one